[N+](=O)([O-])C=1C=CC=C2C=C(C=NC12)C#N 8-nitroquinoline-3-carbonitrile